3-oxo-4-toluenesulfonate O=C1CC(C)=CC=C1S(=O)(=O)[O-]